C(C1=CC=CC=C1)OC=1C(=C(C=CC1)C=1SC(=C(N1)C)C(=O)OCC)C1OCCO1 ethyl 2-(3-(benzyloxy)-2-(1,3-dioxolan-2-yl)phenyl)-4-methylthiazole-5-carboxylate